methyl 2-{[2-(1,3-dioxolan-2-yl)-3-[(4-methoxyphenyl)methoxy]phenyl]sulfanyl}acetate O1C(OCC1)C1=C(C=CC=C1OCC1=CC=C(C=C1)OC)SCC(=O)OC